C1(CCCC1)N1[C@@H](C(N(C=2C=NC(=NC12)NC1=C(C=C(C=C1)C#C)OC)C)=O)CC (R)-8-cyclopentyl-7-ethyl-2-((4-ethynyl-2-methoxyphenyl)amino)-5-methyl-7,8-dihydropteridin-6(5H)-one